(3-(2-(2-Aminoethoxy)ethoxy)propionylamino)-4-bromo-N-(4,5-dimethylthiazol-2-yl)benzamide NCCOCCOCCC(=O)NC1=C(C(=O)NC=2SC(=C(N2)C)C)C=CC(=C1)Br